hexahydro-2H-pyrazino[2,1-c][1,2,4]triazine-1(6H)-carboxamide N1(NCCN2C1CNCC2)C(=O)N